3-(3-chlorophenoxy)cyclobutane-1-carboxylic acid ClC=1C=C(OC2CC(C2)C(=O)O)C=CC1